N-(5-Isopropylthiazol-2-yl)-2-(4-(oxazol-2-yl)phenyl)acetamide C(C)(C)C1=CN=C(S1)NC(CC1=CC=C(C=C1)C=1OC=CN1)=O